C1=CC=CC=2C3=CC=CC=C3C(C12)COC(=O)N[C@@H](CS)C(=O)OC(C)(C)C tert-butyl (((9H-fluoren-9-yl)methoxy)carbonyl)-L-cysteinate